N(=[N+]=[N-])[C@@H]1[C@H](N(CC1)C(=O)OC(C)(C)C)C(=O)OC 1-(tert-butyl) 2-methyl (2S,3S)-3-azidopyrrolidine-1,2-dicarboxylate